[V].CC([C@@H](C(=O)OC(C)(C)C)N(C(=O)[C@@H]1CNCC1)C)C tert-butyl (2S)-3-methyl-2-[N-methyl-1-(3S)-pyrrolidin-3-ylformamido]butanoate vanadium